FC1CN(C1)C(CN1C(N(C2=NC=C(C=C21)C=2SC(=CC2)CO)C)=O)=O 1-(2-(3-fluoroazetidin-1-yl)-2-oxoethyl)-6-(5-(hydroxymethyl)thiophen-2-yl)-3-methyl-1,3-dihydro-2H-imidazo[4,5-b]pyridin-2-one